4-nitro-2-(trifluoromethyl)chlorobenzene C1=CC(=C(C=C1[N+](=O)[O-])C(F)(F)F)Cl